4-(2-fluoro-3-methoxy-4-nitrophenyl)piperazine-1-carboxylic acid tert-butyl ester C(C)(C)(C)OC(=O)N1CCN(CC1)C1=C(C(=C(C=C1)[N+](=O)[O-])OC)F